2-chloro-9-ethyl-7,7-difluoro-5-methyl-5,7,8,9-tetrahydro-6H-pyrimido[4,5-b][1,4]diazepin-6-one ClC=1N=CC2=C(N(CC(C(N2C)=O)(F)F)CC)N1